N-Octyl-D-Glucamin C(CCCCCCC)NC[C@H](O)[C@@H](O)[C@H](O)[C@H](O)CO